COC(C(=C)C)=O.C(=C)Cl vinylchloride methylmethacrylate